N-(4-(1-Acetyl-2-methylindolin-5-yl)benzyl)-6-(2-aminopyrimidin-5-yl)-8-morpholinoimidazo[1,2-a]pyrazine-2-carboxamide C(C)(=O)N1C(CC2=CC(=CC=C12)C1=CC=C(CNC(=O)C=2N=C3N(C=C(N=C3N3CCOCC3)C=3C=NC(=NC3)N)C2)C=C1)C